2-((cyclopropylmethyl)amino)-5-(3-(2-oxo-2,3-dihydro-1H-benzo[d]imidazol-5-yl)-1,2,4-oxadiazol-5-yl)benzonitrile C1(CC1)CNC1=C(C#N)C=C(C=C1)C1=NC(=NO1)C1=CC2=C(NC(N2)=O)C=C1